3-amino-2,6-dimethylbenzeneFormic acid NC=1C(=C(C(=CC1)C)C(=O)O)C